BrC=1C=C2N(N=CC(=C2OC2CCCC2)C(=NC2=C(C=C(C=C2)O[Si](C)(C)C(C)(C)C)CC)N)C1 6-bromo-N'-[4-[tert-butyl(dimethyl)silyl]oxy-2-ethyl-phenyl]-4-(cyclopentoxy)-pyrrolo[1,2-b]pyridazine-3-carboxamidine